NCC(=O)SC#N glycine, thiocyanate